C1(=C(C(=CC(=C1C#N)C#N)C#N)C#N)C1=CC=CC=C1 [1,1'-biphenyl]-2,3,5,6-tetracarbonitrile